4-Formyl-1-((2-(trimethylsilyl)ethoxy)methyl)-1H-imidazole-2-carboxylic acid ethyl ester C(C)OC(=O)C=1N(C=C(N1)C=O)COCC[Si](C)(C)C